C(C)(C)NC(=O)C=1N(C=NC1)CC=1SC(=CC1)C1=NOC(=N1)C(F)(F)F N-isopropyl-3-[[5-[5-(trifluoromethyl)-1,2,4-oxadiazol-3-yl]-2-thienyl]methyl]imidazole-4-carboxamide